C(CCCCCCC\C=C/C\C=C/CCCCC)(=O)OCC(COC(CCC(OCCCC\C=C/CC)OCCCC\C=C/CC)=O)COC(CC1CCN(CC1)CC)=O 3-((4,4-bis(((Z)-oct-5-en-1-yl)oxy)butanoyl)oxy)-2-((2-(1-ethylpiperidin-4-yl)acetoxy)methyl)propyl (9Z,12Z)-octadeca-9,12-dienoate